6-(3,4-difluorophenyl)-3-methyl-1-(2-pyridylmethyl)imidazo[4,5-b]pyridin-2-one FC=1C=C(C=CC1F)C=1C=C2C(=NC1)N(C(N2CC2=NC=CC=C2)=O)C